C(C)(C)C1=C(C=CC=C1)C1=NC=C2NC(N(C2=N1)CC1=CC=C(C(=O)N(C)C)C=C1)=O 4-((2-(2-isopropylphenyl)-8-oxo-7,8-dihydro-9H-purin-9-yl)methyl)-N,N-dimethylbenzamide